CN(C1[NH+](CC(N1C)C(C)=O)C)C 2-dimethylamino-4-acetyl-1,3-dimethylimidazolinium